COC(=O)C=1SC(=CC1Br)C1=NC=C(C=C1[N+](=O)[O-])Br 5-(5-bromo-3-nitropyridin-2-yl)-3-bromothiophene-2-carboxylic acid methyl ester